C(C)(C)(C)OC(=O)N1CCC2(CCC2C2=CC(=CC=C2)C(C)(C)C)CC1 (3-(tert-butyl)phenyl)-7-azaspiro[3.5]Nonane-7-carboxylic acid tert-butyl ester